6-((5-fluoro-3-methyl-1-oxoisoindolin-2-yl)methyl)benzo[d]oxazol-2(3H)-one FC=1C=C2C(N(C(C2=CC1)=O)CC1=CC2=C(NC(O2)=O)C=C1)C